(Ra)-N-[6-(5-chloro-1,3-benzoxazol-2-yl)spiro[3.3]heptan-2-yl]-5-(propanoylsulfamoyl)furan-2-carboxamide ClC=1C=CC2=C(N=C(O2)C2CC3(CC(C3)NC(=O)C=3OC(=CC3)S(NC(CC)=O)(=O)=O)C2)C1